pentaerythritol tetrakis(3-laurylthioacrylate) C(CCCCCCCCCCC)C=CC(=S)OCC(COC(C=CCCCCCCCCCCCC)=S)(COC(C=CCCCCCCCCCCCC)=S)COC(C=CCCCCCCCCCCCC)=S